FC(C(=O)O)(F)F.C1(=CC=CC=C1)S(=O)(=O)N benzenesulfonamide, trifluoroacetate salt